N-(5-(2-(2-azabicyclo[2.2.1]heptan-2-yl)acetamido)-2-chlorophenyl)-6-(1-methyl-1H-pyrazol-4-yl)pyrazolo[1,5-a]pyrazine-3-carboxamide C12N(CC(CC1)C2)CC(=O)NC=2C=CC(=C(C2)NC(=O)C=2C=NN1C2C=NC(=C1)C=1C=NN(C1)C)Cl